The molecule is an aminoquinoline that is 4-[(2,4-dichloro-5-methoxyphenyl)amino]-7-[3-(4-methylpiperazin-1-yl)propoxy]quinoline bearing additional cyano and methoxy substituents at positions 3 and 6 respectively. It has a role as an antineoplastic agent and a tyrosine kinase inhibitor. It is a nitrile, a N-methylpiperazine, an aromatic ether, a tertiary amino compound, an aminoquinoline and a dichlorobenzene. CN1CCN(CC1)CCCOC2=C(C=C3C(=C2)N=CC(=C3NC4=CC(=C(C=C4Cl)Cl)OC)C#N)OC